C(C(O)CO)(=O)O Glyceric acid